pyridin-3-ylpyrimidin N1=CC(=CC=C1)C1=NC=CC=N1